FC=1C=C(COC2=CC=C(C=C2)C=2N=C(N3C2C=NC=C3)[C@H]3N(CCCC3)C(C#CC)=O)C=CC1 (S)-1-(2-(1-(4-((3-fluorobenzyl)oxy)phenyl)imidazo[1,5-a]pyrazin-3-yl)piperidin-1-yl)but-2-yn-1-one